1-hydroxy-2-(2-butyl-1H-imidazole-1-yl)-ethane OCCN1C(=NC=C1)CCCC